3-(tert-butyl)-N,N-dibutyl-1,3,3-trimethyl-1-vinyldisiloxan-1-amine C(C)(C)(C)[Si](O[Si](N(CCCC)CCCC)(C=C)C)(C)C